3-(4-{2-[1-(2-Ethoxy-ethyl)-3-methyl-1H-pyrazol-4-ylamino]-thiazol-4-yl}-phenyl)-oxazolidin-2-one C(C)OCCN1N=C(C(=C1)NC=1SC=C(N1)C1=CC=C(C=C1)N1C(OCC1)=O)C